FC(CCCCCCCCCCCCCCCCCO)(F)F 18,18,18-trifluorooctadecan-1-ol